OCCN1N=C(C=C1)NC1=NC=C(C(=N1)N1C=C(C2=CC(=CC=C12)NC(C=C)=O)C)C N-[1-[2-[[1-(2-hydroxyethyl)pyrazol-3-yl]amino]-5-methyl-pyrimidin-4-yl]-3-methyl-indol-5-yl]prop-2-enamide